(s)-1-Boc-3-(tert-butyldimethylsilyloxy)piperazine C(=O)(OC(C)(C)C)N1C[C@@H](NCC1)O[Si](C)(C)C(C)(C)C